COC=1C=C2C(=CC=NC2=CC1OC)OC1=C(C=C(C=C1)NC(=O)NS(=O)(=O)CC1=CC=C(C=C1)C(F)(F)F)F 1-[4-(6,7-dimethoxyquinolin-4-yloxy)-3-fluorophenyl]-3-[(4-trifluoromethylbenzyl)sulfonyl]urea